2-oxo-5-(2-chlorophenyl)-1,4-benzodiazepine-4-oxide O=C1N=C2C(=C([N+](=C1)[O-])C1=C(C=CC=C1)Cl)C=CC=C2